tert-butyl ((5R,6S)-5-((2-fluoro-[1,1'-biphenyl]-3-yl)methyl)-3-isopropyl-4-oxo-3,4,5,6,7,8-hexahydroquinazolin-6-yl)carbamate FC1=C(C=CC=C1C[C@@H]1C=2C(N(C=NC2CC[C@@H]1NC(OC(C)(C)C)=O)C(C)C)=O)C1=CC=CC=C1